CN(C(OC(C)(C)C)=O)CCCCN1CCN(CC1)C(=O)C1CCC(CC1)NC(=O)C=1C=NC(=CC1NC(C)C)N1C=CC=2C1=NC=C(C2)C#N tert-butyl N-methyl-N-(4-{4-[(1R,4R)-4-(6-{5-cyano-1H-pyrrolo[2,3-b]pyridin-1-yl}-4-[(propan-2-yl)amino]pyridine-3-amido)cyclohexanecarbonyl] piperazin-1-yl} butyl)carbamate